COC(CC(C(C(=O)C1=CC=C(C=C1)Br)NNC1=C(C=CC=C1C1CC1)F)=O)=O 5-(4-bromophenyl)-4-(2-(2-fluoro-6-cyclopropylphenyl)hydrazino)-3,5-dioxopentanoic acid methyl ester